CN1N=C2C(NCCC2=C1C1=CC=CC(=N1)O)C 6-(2,7-dimethyl-4,5,6,7-tetrahydropyrazolo[3,4-c]pyridin-3-yl)pyridin-2-ol